3,3-dimethoxyphenylmethane COC1(CC(=CC=C1)C)OC